OCC1COC=2C(O1)=C(SC2C(=O)O)C(=O)O 2,3-dihydro-2-(hydroxymethyl)thieno[3,4-b]-1,4-dioxine-5,7-dicarboxylic acid